tert-Butyl (S)-1-methyl-2-((3-(2-oxo-1-(thiophen-3-yl)-1,2-dihydro-3H-imidazo[4,5-b]pyridin-3-yl)pyrrolidin-1-yl)methyl)-1H-imidazole-5-carboxylate CN1C(=NC=C1C(=O)OC(C)(C)C)CN1C[C@H](CC1)N1C(N(C=2C1=NC=CC2)C2=CSC=C2)=O